N-cyclohexyl-5,6-bis(4-hydroxyphenyl)-N-(4-methoxyphenyl)-7-oxabicyclo[2.2.1]hept-5-ene-2-sulfonamide C1(CCCCC1)N(S(=O)(=O)C1C2C(=C(C(C1)O2)C2=CC=C(C=C2)O)C2=CC=C(C=C2)O)C2=CC=C(C=C2)OC